[1-(5-bromo-3-pyridyl)-3-(trifluoromethyl)-4,5,6,7-tetrahydroindazol-7-yl]methanol BrC=1C=C(C=NC1)N1N=C(C=2CCCC(C12)CO)C(F)(F)F